C1(=CC=CC=C1)C1NC2=CC=C(C=C2CC1)NS(=O)(=O)C N-(2-phenyl-1,2,3,4-tetrahydroquinoline-6-yl)methanesulfonamide